(2R,3S)-3-((6-fluoro-2-(2-methoxy-7-methylquinoxalin-5-yl)thiazolo[5,4-b]pyridin-5-yl) oxy)butan-2-yl (6-(3-hydroxypiperidine-1-carbonyl)pyridin-3-yl)carbamate OC1CN(CCC1)C(=O)C1=CC=C(C=N1)NC(O[C@H](C)[C@H](C)OC1=C(C=C2C(=N1)SC(=N2)C2=C1N=CC(=NC1=CC(=C2)C)OC)F)=O